4,4-dimethyl-6-(2-(3,3,3-trifluoropropyl)-7H-pyrrolo[2,3-d]pyrimidin-5-yl)-3,4-dihydroisoquinolin-1(2H)-one CC1(CNC(C2=CC=C(C=C12)C1=CNC=2N=C(N=CC21)CCC(F)(F)F)=O)C